1-vinyl-3-(3-triethoxysilylpropyl)imidazole chloride [Cl-].C(=C)N1CN(C=C1)CCC[Si](OCC)(OCC)OCC